2-((3-Cyclohexylureido)methylene)malonic acid diethyl ester C(C)OC(C(C(=O)OCC)=CNC(=O)NC1CCCCC1)=O